C(CCC)(=O)OC=1C(=NC=CC1OC)C(N[C@@H](C)C=1SC(=NN1)C1=CC(=CC(=C1)C)C)=O (S)-2-((1-(5-(3,5-dimethylphenyl)-1,3,4-thiadiazol-2-yl)ethyl)carbamoyl)-4-methoxypyridin-3-yl butyrate